C([C@H]([C@H]([C@@H](COP(=O)([O-])[O-])O)O)O)O The molecule is dianion of D-arabinitol 1-phosphate. It is an organophosphate oxoanion and a monosaccharide 1-phosphate(2-). It is a conjugate base of a D-arabinitol 1-phosphate.